5-Benzoyl-2,2-dimethyl-4,6-dioxacyclohexane C(C1=CC=CC=C1)(=O)C1OCC(CO1)(C)C